8-(benzyloxy)-2,2-dimethyl-N-(6-methylpyridin-2-yl)octanamide Ethyl-(2R,7aS)-2-fluoro-5-oxotetrahydro-1H-pyrrolizine-7a(5H)-carboxylate C(C)OC(=O)[C@]12CCC(N2C[C@@H](C1)F)=O.C(C1=CC=CC=C1)OCCCCCCC(C(=O)NC1=NC(=CC=C1)C)(C)C